trimethoxy(pentamethylcyclopentadienyl)titanium (IV) CO[Ti](C1(C(=C(C(=C1C)C)C)C)C)(OC)OC